tert-butyl (S)-4-((1-(2-bromophenoxy)-3-(4-chlorophenyl)propan-2-yl)amino)piperidine-1-carboxylate BrC1=C(OC[C@H](CC2=CC=C(C=C2)Cl)NC2CCN(CC2)C(=O)OC(C)(C)C)C=CC=C1